BrC\C=C(/I)\C1=CC=C(C=C1)F (Z)-1-(3-bromo-1-iodoprop-1-en-1-yl)-4-fluorobenzene